Cl.Cl.ClCCN1CCN(CC1)CCCCl 1-(2-chloroethyl)-4-(3-chloropropyl)-piperazine dihydrochloride